OCC1=NN2C(NC(=C(C2CCC2=CC=CC=C2)C(=O)NC=2C=C3C=CN=CC3=CC2)C)=C1 2-(hydroxymethyl)-N-(isoquinolin-6-yl)-5-methyl-7-phenethyl-4,7-dihydropyrazolo[1,5-a]pyrimidine-6-carboxamide